(R)-1-(2-methyl-3-oxo-4-((6-(trifluoromethoxy)pyridin-2-yl)methyl)-3,4-dihydro-2H-benzo[b][1,4]oxazin-7-yl)-3-(1-methylcyclopentyl)urea C[C@@H]1C(N(C2=C(O1)C=C(C=C2)NC(=O)NC2(CCCC2)C)CC2=NC(=CC=C2)OC(F)(F)F)=O